1-amino-N-[5-(7-methylspiro[2H-benzofuran-3,1'-cyclopropane]-4-yl)oxypyrazin-2-yl]cyclopropane-carboxamide NC1(CC1)C(=O)NC1=NC=C(N=C1)OC1=CC=C(C2=C1C1(CC1)CO2)C